ClC=1C(=NC=C(C1)C(F)(F)F)C(CN)N 1-(3-chloro-5-trifluoromethyl-2-pyridyl)-1,2-ethylenediamine